C(C)C1C(N(C=2C=NC(=NC2N1C1CCNCC1)NC1=C(C=CC(=C1)N1CCN(CC1)C)OCCO)C)=O 7-ethyl-2-((2-(2-hydroxyethoxy)-5-(4-methylpiperazin-1-yl)phenyl)amino)-5-methyl-8-(4-piperidinyl)-7,8-dihydropteridin-6(5H)-one